(R)-N-(1-(3-(2-(4-(4-fluorophenyl)piperazin-1-yl)ethyl)-1-oxo-2,8-diazaspiro[4.5]decan-8-yl)-2-methyl-1-oxopropan-2-yl)acetamide FC1=CC=C(C=C1)N1CCN(CC1)CC[C@@H]1NC(C2(C1)CCN(CC2)C(C(C)(C)NC(C)=O)=O)=O